C(=O)(O)C=1C=C(C=CC1C(=O)O)S(=O)(=O)C1=CC(=C(C=C1)C(=O)O)C(=O)O Bis(3,4-dicarboxyphenyl) sulfone